C1(=CC=CC=C1)P(C1=CC=C(C=C1)O)(C1=CC=CC=C1)=O diphenyl-(p-hydroxyphenyl)phosphine oxide